ClC=1C=C(C=NC1)N1N=C(C=2C(C(C3=C(C12)C=CC=C3)=O)=O)C 1-(5-Chloropyridin-3-yl)-3-methyl-1H-benzo[g]indazole-4,5-dione